ClC=1C=CC(=C(C1)[C@H](CC(=O)NC)N1CCN(CC1)C(C)C)C (S)-3-(5-chloro-2-methylphenyl)-3-(4-isopropylpiperazin-1-yl)-N-methylpropanamide